((2,3-dihydro-[1,4]dioxino[2,3-c]pyridin-7-yl)-trans-1,3-dioxan-2-yl)-1-(3-fluoro-6-methoxyquinolin-4-yl)ethan-1-ol O1CCOC=2C=NC(=CC21)C2(OCCCO2)C(C)(O)C2=C(C=NC1=CC=C(C=C21)OC)F